[Si](C1=CC=CC=C1)(C1=CC=CC=C1)(C(C)(C)C)OC1CC2C(C2C1)C(=O)OCC ethyl 3-((tert-butyldiphenylsilyl)oxy)bicyclo[3.1.0]hexane-6-carboxylate